3-(4-((4-azidocyclohexyl)amino)-1,2,5-oxadiazol-3-yl)-4-(3-bromo-4-fluorophenyl)-1,2,4-oxadiazol-5(4H)-one N(=[N+]=[N-])C1CCC(CC1)NC=1C(=NON1)C1=NOC(N1C1=CC(=C(C=C1)F)Br)=O